1-(4-((3S,4R)-3-cyclohexyl-7-hydroxy-3-methylisochroman-4-yl)phenyl)piperidine-4-carbaldehyde C1(CCCCC1)[C@@]1(OCC2=CC(=CC=C2[C@H]1C1=CC=C(C=C1)N1CCC(CC1)C=O)O)C